C(C)OC(CC1=CC=C(C=C1)C(C(=O)OCC1=CC=CC=C1)(CCCC(C=O)(C)C)C)=O benzyl 2-(4-(2-ethoxy-2-oxoethyl)-phenyl)-2,6,6-trimethyl-7-oxo-heptanoate